N1-(5-fluoro-2-(4-methoxyphenyl)quinolin-4-yl)-N3,N3-dimethylpropane-1,3-diamine FC1=C2C(=CC(=NC2=CC=C1)C1=CC=C(C=C1)OC)NCCCN(C)C